C(C)OC1=CC=C(C=N1)C1=CN=CC(=N1)C(=O)NC=1OC2=C(N1)C(=CC=C2F)OC 6-(6-ethoxypyridin-3-yl)-N-(7-fluoro-4-methoxybenzo[d]oxazol-2-yl)pyrazine-2-carboxamide